N[C@@H](CCCCN)C(=O)N[C@@H]([C@@H](C)CC)C(=O)O Lysyl-Isoleucine